β-D-glucopyranosyl azide [C@@H]1([C@H](O)[C@@H](O)[C@H](O)[C@H](O1)CO)N=[N+]=[N-]